NC=1C(=NC=C(N1)Cl)SC=1C(=C(C=CC1)C1CCCC=2N1C(C(=C(N2)O)C(=O)N)=O)Cl (3-((3-amino-5-chloropyrazin-2-yl)thio)-2-chlorophenyl)-2-hydroxy-4-oxo-6,7,8,9-tetrahydro-4H-pyrido[1,2-a]pyrimidine-3-carboxamide